Terpyridine C1C=CC(C2C=CC=C(C3C=CC=CN=3)N=2)=NC=1